2-linoleyl-4-(2-dimethylaminoethyl)-[1,3]-dioxolane C(CCCCCCC\C=C/C\C=C/CCCCC)C1OCC(O1)CCN(C)C